(3-methoxypropyl)triphenylphosphonium bromide [Br-].COCCC[P+](C1=CC=CC=C1)(C1=CC=CC=C1)C1=CC=CC=C1